BrC=1C=C2C3=C(NC2=C(C1)C1=CC=C(C=C1)OC)C(=NC(=C3)CC)C 6-Bromo-3-ethyl-8-(4-methoxy-phenyl)-1-methyl-9H-pyrido[3,4-b]indole